[N+](=O)([O-])C1(CC(=CC=C1O)[N+](=O)[O-])C 2,4-dinitro-o-cresol